BrC=1N=CC2=C(N1)C=C1N2CCN(C1=O)C1CC1 bromo-8-cyclopropyl-7,8-dihydropyrazino[1',2':1,5]pyrrolo[3,2-d]pyrimidin-9(6H)-one